C1(CC1)C[C@@H](C(=O)N1CC2(CC1C(=O)N)C(NCC1=CC=CC=C12)=O)N(C([C@H](CC1CC1)NC(C(F)(F)F)=O)=O)C 1'-((S)-3-cyclopropyl-2-((S)-3-cyclopropyl-N-methyl-2-(2,2,2-trifluoroacetamido)propanamido)propanoyl)-3-oxo-2,3-dihydro-1H-spiro[isoquinoline-4,3'-pyrrolidine]-5'-carboxamide